C(#N)C=1C=NN2C1C(=CC(=C2)OCC)C=2C=CC(=NC2)N2CCC(CC2)(C(=O)NCCCCCCNC2=CC=C(C=C2)N2C(NC(CC2)=O)=O)NC(C2=C(C=CC(=C2)F)F)=O 1-(5-{3-cyano-6-ethoxypyrazolo[1,5-a]pyridin-4-yl}pyridin-2-yl)-4-(2,5-difluorobenzamido)-N-(6-{[4-(2,4-dioxo-1,3-diazinan-1-yl)phenyl]amino}hexyl)piperidine-4-carboxamide